ClC1=C(NC2=CC=C(C(=C12)Cl)F)C(=O)N1CC2N(CC1)C(CC2C)=O 2-(3,4-dichloro-5-fluoro-1H-indole-2-carbonyl)-8-methylhexahydropyrrolo[1,2-a]pyrazin-6(2H)-one